Bis-farnesyl-tosylamine C(C=C(C)CCC=C(C)CCC=C(C)C)N(S(=O)(=O)C1=CC=C(C)C=C1)CC=C(C)CCC=C(C)CCC=C(C)C